C(C1=CC=CC=C1)(C1=CC=CC=C1)N1C(CN(CC1C)C=1C=C2C(N(C(C2=CC1)=O)C1C(NC(CC1)=O)=O)=O)C 5-(4-benzhydryl-3,5-dimethylpiperazin-1-yl)-2-(2,6-dioxopiperidin-3-yl)isoindoline-1,3-dione